(4-(5,5-dimethyl-1,3,2-dioxaborolan-2-yl)-7-fluorobenzo[b]thiophen-2-yl) carbamate C(N)(OC1=CC2=C(S1)C(=CC=C2B2OC(CO2)(C)C)F)=O